2-(4-(1-(benzo[d][1,3]dioxol-5-yl)ethyl)piperazin-1-yl)thiazole-5-carboxylic acid ethyl ester C(C)OC(=O)C1=CN=C(S1)N1CCN(CC1)C(C)C1=CC2=C(OCO2)C=C1